dinonyl 8,16-diimino-4,20-dithia-9,12,15-triazatricosanedioate N=C(CCCSCCC(=O)OCCCCCCCCC)NCCNCCNC(CCCSCCC(=O)OCCCCCCCCC)=N